CC1=C(C=2N(N=C1N1CC=3C=C(C=NC3CC1)NC(=O)C1CC1)C=NN2)C N-[6-(7,8-dimethyl-[1,2,4]triazolo[4,3-b]pyridazin-6-yl)-7,8-dihydro-5H-1,6-naphthyridin-3-yl]cyclopropanecarboxamide